cyanomethyl-iodobenzoate (cyanomethyl 3-iodobenzoate) C(#N)CC1=C(C(=O)O)C=CC=C1I.C(#N)CC=1C(=C(C(=O)O)C=CC1)I